ClC1=C(C=C(C(=O)N2CCC3(CC2)CCC(CC3)C=O)C=C1)N1C(NC(CC1)=O)=O 3-(4-Chloro-3-(2,4-dioxotetrahydropyrimidin-1(2H)-yl)benzoyl)-3-azaspiro[5.5]undecane-9-formaldehyde